6-chloro-4-(isopropylamino)pyridine-3-carboxylic acid ethyl ester C(C)OC(=O)C=1C=NC(=CC1NC(C)C)Cl